4-(4-cyano-phenoxy)-benzoic acid C(#N)C1=CC=C(OC2=CC=C(C(=O)O)C=C2)C=C1